2-((1R,2R)-1-(2-cyanophenyl)-1-(1-(2-methoxy-2-methylpropyl)-1H-pyrazol-4-yl)propan-2-yl)-5-hydroxy-N-(isoxazol-4-yl)-1-methyl-6-oxo-1,6-dihydropyrimidine-4-carboxamide C(#N)C1=C(C=CC=C1)[C@@H]([C@@H](C)C=1N(C(C(=C(N1)C(=O)NC=1C=NOC1)O)=O)C)C=1C=NN(C1)CC(C)(C)OC